COC1(COC1)C1=CC=C(C=C1)C(=O)N1CC(CCC1)C1=CC=C(C=C1)C(F)(F)F (4-(3-methoxyoxetan-3-yl)phenyl)(3-(4-(trifluoromethyl)phenyl)piperidin-1-yl)methanone